3-(((tert-butoxycarbonyl)(imidazo[1,2-a]pyridin-6-yl)amino)amino)piperidine-1-carboxylic acid tert-butyl ester C(C)(C)(C)OC(=O)N1CC(CCC1)NN(C=1C=CC=2N(C1)C=CN2)C(=O)OC(C)(C)C